O=C1NC(CCC1N1C(C2=CC=C(C=C2C1=O)NCCC[C@@H]1C[C@H](C1)N1N=CC(=C1)C1=NC2=CC(=CC=C2N=C1)N1CCN(C2(CC2)C1)C)=O)=O 2-(2,6-dioxopiperidin-3-yl)-5-((3-(trans-3-(4-(7-(4-methyl-4,7-diazaspiro[2.5]octan-7-yl)quinoxalin-2-yl)-1H-pyrazol-1-yl)cyclobutyl)propyl)amino)isoindoline-1,3-dione